CC1=CN=C(N=N1)N[C@@H]1C[C@H](CC1)NC1=CC=C(C=N1)C1=NC=CC=C1C (1S,3S)-N1-(6-Methyl-1,2,4-triazin-3-yl)-N3-(3-methyl-[2,3'-bipyridin]-6'-yl)cyclopentane-1,3-diamine